1,3-divinyl-tetramethyl-trisiloxane C(=C)[Si](O[Si](O[SiH2]C)(C=C)C)(C)C